diethoxymagnesium C(C)O[Mg]OCC